carbon (acetic acid) C(C)(=O)O.[C]